tert-butyl 4-(2-(tert-butoxy)-2-oxoethyl)-3-(hydroxymethyl)piperazine-1-carboxylate C(C)(C)(C)OC(CN1C(CN(CC1)C(=O)OC(C)(C)C)CO)=O